Cl.[Si](C1=CC=CC=C1)(C1=CC=CC=C1)(C(C)(C)C)O[C@@H]1C[C@@](NC1)(C(=O)OC)CC(=C)CCl methyl (2R,4R)-4-((tert-butyldiphenylsilyl)oxy)-2-(2-(chloromethyl)allyl)pyrrolidine-2-carboxylate hydrochloride